FC=1C=C(C=CC1)C=1N=NN(C1)[C@@H]1[C@@H]2[C@H](COC1)OS(O2)=O (3aS,7S,7aR)-7-(4-(3-fluorophenyl)-1H-1,2,3-triazol-1-yl)tetrahydro-3aH-[1,3,2]dioxathiolo[4,5-c]pyran 2-oxide